C(CCC)C1OCCC1 2-BUTYL-TETRAHYDROFURAN